ClC1=NC(=CC=C1CC(C(=O)N)(C)C)Cl 3-(2,6-dichloropyridin-3-yl)-2,2-dimethylpropanamide